C(#N)[C@H](CC1=CC=C(C=C1)C=1C=CC2=C(N(C(O2)=O)C)C1)NC(=O)C1OCCCCNC1 N-((S)-1-cyano-2-(4-(3-methyl-2-oxo-2,3-dihydrobenzo[d]oxazol-5-yl)phenyl)ethyl)-1,4-oxazocane-2-carboxamide